ClC=1C=NC(=C2C(C=C(N(C12)C1=C(C=CC=C1Cl)Cl)C)=O)OCCOCCOCCOCCOCCOCCO 8-chloro-1-(2,6-dichlorophenyl)-5-((17-hydroxy-3,6,9,12,15-pentaoxaheptadecyl)oxy)-2-methyl-1,6-naphthyridin-4(1H)-one